(S)-7-bromo-4-(cyclopropylethynyl)-3-((R)-1-phenylethyl)-4-(trifluoromethyl)-3,4-dihydroquinazolin-2(1H)-one BrC1=CC=C2[C@](N(C(NC2=C1)=O)[C@H](C)C1=CC=CC=C1)(C(F)(F)F)C#CC1CC1